N-(4,5-dichloro-9H-pyrimido[4,5-b]indol-2-yl)pivalamide ClC1=NC(=NC=2NC3=CC=CC(=C3C21)Cl)NC(C(C)(C)C)=O